2-Bromo-3-methylaniline BrC1=C(N)C=CC=C1C